(S)-2'-chloro-N-(2-hydroxyethyl)-4-(3-(5-(trifluoromethyl)pyridin-2-yloxy)pyrrolidin-1-yl)biphenyl-3-carboxamide ClC1=C(C=CC=C1)C1=CC(=C(C=C1)N1C[C@H](CC1)OC1=NC=C(C=C1)C(F)(F)F)C(=O)NCCO